NC1=NC2=C(N1C)C=CC=C2C=2C(=C(C(=CC2)S(=O)(=O)CCCN)S(=O)(=O)N)C=2N=NNN2 3-(2-amino-1-methyl-1H-benzo[d]imidazol-4-yl)-6-(3-aminopropylsulfonyl)-2-(2H-tetrazol-5-yl)benzenesulfonamide